sulphur urea NC(=O)N.[S]